tert-Butyl (1-((2,5-dichloropyrimidin-4-yl)methyl)-4-methylpiperidin-4-yl)carbamate ClC1=NC=C(C(=N1)CN1CCC(CC1)(C)NC(OC(C)(C)C)=O)Cl